2-(tetrahydro-2H-pyran-2-yl)acetohydrazide trifluoroacetic acid salt FC(C(=O)O)(F)F.O1C(CCCC1)CC(=O)NN